CCCC(C(=O)C=1C=NC=CC1)NN=O 4-methyl-nitrosoamino-1-(3-pyridyl)-1-butanone